(2R)-2-[[8-(benzylamino)-3-isopropyl-7-methyl-[1,2,4]triazolo[4,3-b]pyridazin-6-yl]amino]butan-1-ol C(C1=CC=CC=C1)NC=1C=2N(N=C(C1C)N[C@@H](CO)CC)C(=NN2)C(C)C